NC(C)C=1C=C(C=C2C(=C(C(=NC12)C1(CCOCC1)C)C)C#N)F 8-(1-aminoethyl)-6-fluoro-3-methyl-2-(4-methyltetrahydro-2H-pyran-4-yl)quinoline-4-carbonitrile